2-bromo-5-methyl-1H-imidazole BrC=1NC(=CN1)C